N1N=CC2=CC=C(C=C12)C(C#N)(C)C 2-(1H-indazol-6-yl)-2-methyl-propionitrile